7-(2,3,5-trifluorophenyl)thieno[2,3-d]pyridazin-4-amine FC1=C(C=C(C=C1F)F)C=1N=NC(=C2C1SC=C2)N